N[C@@H](C)C(=O)[O-] L-alaninat